ISOQUINOLIN-4-YLBORONIC ACID HYDROCHLORIDE Cl.C1=NC=C(C2=CC=CC=C12)B(O)O